O=C1NC(CCC1N1C(N(C2=C1C=CC=C2)C)=O)=O 1-(2,6-dioxo-3-piperidyl)-3-methyl-2-oxo-benzimidazol